C1(=CC=CC=C1)CNCC1=NC=CC=C1C(F)(F)F 1-phenyl-N-[[3-(trifluoromethyl)-2-pyridyl]methyl]methanamine